OC[C@@H](O)COP(=O)(O)O sn-glycero-3-phosphate